(Z)-4-methyl-N-(1-(3,4-dichlorobenzyl)-3-((3,5-dimethyl-1H-pyrrol-2-yl)methylene)-2-indolone-5-yl)benzamide CC1=CC=C(C(=O)NC=2C=C3/C(/C(N(C3=CC2)CC2=CC(=C(C=C2)Cl)Cl)=O)=C/C=2NC(=CC2C)C)C=C1